ONC(=N)C1=CC=C2N1C=C(NC2=O)C2=CC=C(C=C2)C(F)(F)F N-hydroxy-1-oxo-3-(4-trifluoromethyl-phenyl)-1,2-dihydropyrrolo[1,2-a]pyrazine-6-carboxamidine